4-(2-(6-(2-cyanophenyl)-1,1-dioxido-1,2,6-thiadiazinan-2-yl)acetamido)adamantane-1-carboxamide C(#N)C1=C(C=CC=C1)N1CCCN(S1(=O)=O)CC(=O)NC1C2CC3(CC(CC1C3)C2)C(=O)N